butyl-methacryloyloxyethylphosphorylcholine C(CCC)OC(C[N+](C)(C)C)=P(=O)CCOC(C(=C)C)=O